(2-(4-(2-methylquinazolin-4-yl)piperazin-1-yl)ethyl)phosphonic acid CC1=NC2=CC=CC=C2C(=N1)N1CCN(CC1)CCP(O)(O)=O